C(CCC=C)(=O)ON1C(CCC1=O)=O 2,5-dioxopyrrolidin-1-yl pent-4-enoate